(2S,3S,4R,5S)-5-(2-(5-ethoxypyridin-3-yl)-6-((3-methylbenzyl)amino)-9H-purin-9-yl)-3,4-dihydroxyl-N-(methyl-d3)-tetrahydrofuran-2-carboxamide C(C)OC=1C=C(C=NC1)C1=NC(=C2N=CN(C2=N1)[C@@H]1[C@@H]([C@@H]([C@H](O1)C(=O)NC([2H])([2H])[2H])O)O)NCC1=CC(=CC=C1)C